4-bromo-2-(methoxy-d3)-1-nitrobenzene BrC1=CC(=C(C=C1)[N+](=O)[O-])OC([2H])([2H])[2H]